(2S,4R)-1-[(2S)-2-(4-cyclopropyltriazol-1-yl)-3,3-dimethyl-butanoyl]-4-hydroxy-N-(1-methyl-1-thiazol-2-yl-propyl)pyrrolidine-2-carboxamide C1(CC1)C=1N=NN(C1)[C@H](C(=O)N1[C@@H](C[C@H](C1)O)C(=O)NC(CC)(C=1SC=CN1)C)C(C)(C)C